3-hydroxy-5-((E)-4-hydroxystyryl)phenyl docosa-4,7,10,13,16,19-hexaenoate C(CCC=CCC=CCC=CCC=CCC=CCC=CCC)(=O)OC1=CC(=CC(=C1)\C=C\C1=CC=C(C=C1)O)O